C1(CC1)CN(C(OCCCC)=O)[C@@H]1CN(CC1)C=1N=NC(=CC1)C1=C(C=C(C(=C1)F)C1=CN=NC(=C1)OC)OCOC butyl N-(cyclopropylmethyl)-N-[(3S)-1-{6-[5-fluoro-2-(methoxymethoxy)-4-(6-methoxypyridazin-4-yl)phenyl]pyridazin-3-yl}pyrrolidin-3-yl]carbamate